N(=[N+]=[N-])[C@@H]1C[C@H](N(C1)C([C@@H](CC1CCCCC1)NC(=O)OC(C)(C)C)=O)C(=O)OC methyl (2S,4R)-4-azido-1-((R)-2-((tert-butoxycarbonyl)amino)-3-cyclohexylpropanoyl)pyrrolidine-2-carboxylate